1-fluoro-5-cyclopropylamino-2,4-dinitrobenzene FC1=C(C=C(C(=C1)NC1CC1)[N+](=O)[O-])[N+](=O)[O-]